7-[(3R,5S)-3-amino-5-methyl-piperidin-1-yl]-1-cyclopropyl-8-methoxy-4-oxo-1,4-dihydro-quinoline-3-carboxylic acid N[C@H]1CN(C[C@H](C1)C)C1=CC=C2C(C(=CN(C2=C1OC)C1CC1)C(=O)O)=O